2-Methoxy-N-(8'-methoxy-6'-methyl-4'H-spiro[cyclopropane-1,5'-naphtho[2,1-d]isoxazol]-3'-yl)benzenesulfonamide COC1=C(C=CC=C1)S(=O)(=O)NC1=NOC2=C1CC1(C3=C(C=C(C=C32)OC)C)CC1